C(C)(C)(C)C1=CC=C(C=C1)N(C(=O)[C@@H]1N(CCC1)C(=O)OCC1=CC=CC=C1)C(C(N1CC(NCC1)=O)=O)C=1C=NC=CC1 benzyl (2R)-2-[(4-tert-butylphenyl)-[2-oxo-2-(3-oxopiperazin-1-yl)-1-(3-pyridyl)ethyl]carbamoyl]pyrrolidine-1-carboxylate